C(=C)C1C2CC[NH+](C1)CC2 5-vinylquinuclidin-1-ium